FC1=C2C=CNC2=CC(=C1OC=1C=CC(=C(C1)C=1NC=C(N1)C(=O)C=1C=C(C=C(C1)F)CCC(=O)OC)F)F methyl 3-(3-(2-(5-((4,6-difluoro-1H-indol-5-yl)oxy)-2-fluorophenyl)-1H-imidazole-4-carbonyl)-5-fluorophenyl)propanoate